OC1CN(C1)C(=O)C1=NC=CC(=C1)C1=C2C(=NC=C1)C=C(O2)C2=CC=C(C=C2)S(=O)(=O)C (3-hydroxyazetidin-1-yl)(4-(2-(4-(methylsulfonyl)phenyl)furo[3,2-b]pyridin-7-yl)pyridin-2-yl)methanone